C1(=CC=CC=C1)[Si](C=1C=C(C=CC1)C1=CC(=CC=C1)S)(C1=CC=CC=C1)C1=CC=CC=C1 3'-(triphenylsilyl)-[1,1'-biphenyl]-3-thiol